3-chloro-5-isopropyl-8-[(2R,3S)-3-(methanesulfonylmethyl)-2-methylazetidin-1-yl]isoquinoline ClC=1N=CC2=C(C=CC(=C2C1)C(C)C)N1[C@@H]([C@H](C1)CS(=O)(=O)C)C